ClC=1C=C(C=C(C1)F)C=1C=C2C=CN(C2=C(C1)C(=O)NCC1=CC=C(C(=O)O)C=C1)CC1=CC=C(C=C1)C(F)(F)F 4-((5-(3-Chloro-5-fluorophenyl)-1-(4-(trifluoromethyl)benzyl)-1H-indol-7-amido)methyl)benzoic acid